ClC=1C(=C2C=3C(=C4C(=NC3C1)C1=CC3=C(C(N1C4)=O)COC([C@]3(O)CC)=O)CCC2)CO (S)-5-chloro-9-ethyl-9-hydroxy-4-(hydroxymethyl)-1,2,3,9,12,15-hexahydro-10h,13h-benzo[de]pyrano[3',4':6,7]indolizino[1,2-b]quinoline-10,13-dione